(2S,4R)-N-[(S)-(5-cyclopropyl-6-fluoropyridin-2-yl)(phenyl)methyl]-4-fluoro-1-[2-(1H-1,2,3-triazol-5-yl)acetyl]pyrrolidine-2-carboxamide C1(CC1)C=1C=CC(=NC1F)[C@@H](NC(=O)[C@H]1N(C[C@@H](C1)F)C(CC1=CN=NN1)=O)C1=CC=CC=C1